BrC=1C=CC(=C(C1)C=1N=C2N(C=CN=C2)C1NC=1C=C(C(=O)O)C=CC1)O 3-[[2-(5-bromo-2-hydroxyphenyl)imidazo[1,2-a]pyrazin-3-yl]amino]benzoic acid